methyltris(benzoyloxy)silane C[Si](OC(C1=CC=CC=C1)=O)(OC(C1=CC=CC=C1)=O)OC(C1=CC=CC=C1)=O